FC1(CC(CNC1)C1=NC(=NO1)C=1C(=CC2=C(NC([C@H](CS2(=O)=O)NC(OC(C)(C)C)=O)=O)C1)F)F tert-butyl N-[(3R)-7-[5-(5,5-difluoro-3-piperidyl)-1,2,4-oxadiazol-3-yl]-8-fluoro-1,1,4-trioxo-3,5-dihydro-2H-1λ6,5-benzothiazepin-3-yl]carbamate